[N+](=O)([O-])C=1C=C(C=NC1)N1C[C@H](CCC1)C(=O)NC=1C=CC(N(C1)CC(=O)OCC)=O Ethyl 2-[5-[[(3S)-1-(5-nitro-3-pyridyl)piperidine-3-carbonyl]amino]-2-oxo-1-pyridyl]acetate